ClC=1N=C2C(=NC1NS(=O)(=O)C1CC1)N(C(=N2)C2=NC(=CC=C2)OCC)C2=C(C=NC=C2OC)OC N-(5-Chloro-1-(3,5-dimethoxypyridin-4-yl)-2-(6-ethoxypyridin-2-yl)-1H-imidazo[4,5-b]pyrazin-6-yl)cyclopropanesulfonamide